C[C@H](C/C=C/C(C)C)[C@H]1CC[C@@H]2[C@@]1(CC[C@H]3[C@H]2CC=C4[C@@]3(CC[C@@H](C4)O)C)C 23-Dehydrocholesterol